ClC=1C=CC=2N(C(NC(C2N1)=O)=O)CC1=CC=C(C=C1)OC 6-chloro-1-(4-methoxybenzyl)pyrido[3,2-d]Pyrimidine-2,4(1H,3H)-dione